methyl 4-(2-(4-(5-cyano-2-methoxyphenyl)-6-methylnicotinamido) thiazolo[5,4-b]pyridin-5-yl)-2-methylbenzoate C(#N)C=1C=CC(=C(C1)C1=CC(=NC=C1C(=O)NC=1SC2=NC(=CC=C2N1)C1=CC(=C(C(=O)OC)C=C1)C)C)OC